Sodium 8-(2,4-difluorophenyl)-9-(2-fluoro-4-((1-(3-fluoropropyl)azetidin-3-ylidene)methyl)phenyl)-6,7-dihydro-5H-benzo[7]annulene-3-carboxylate FC1=C(C=CC(=C1)F)C=1CCCC2=C(C1C1=C(C=C(C=C1)C=C1CN(C1)CCCF)F)C=CC(=C2)C(=O)[O-].[Na+]